3-methyl-8-(1-methyl-1H-pyrazol-4-yl)-1,3-dihydro-2H-imidazo[4,5-f]quinoxalin-2-one CN1C(NC2=C3N=C(C=NC3=CC=C21)C=2C=NN(C2)C)=O